2-sulfoterephthalic acid monosodium tin [Sn].[Na].S(=O)(=O)(O)C1=C(C(=O)O)C=CC(=C1)C(=O)O